2,2-difluoro-3,3-bis(trifluoromethyl)thiirane FC1(SC1(C(F)(F)F)C(F)(F)F)F